CC1=CC=CC(=N1)C1=CC2=C(C=N1)OC(N2C2=CC=NC1=CC=CC=C21)=O 6-(6-methylpyridin-2-yl)-1-(quinolin-4-yl)-1H,2H-[1,3]oxazolo[5,4-c]pyridin-2-one